methylolstearic acid amide C(O)C(C(=O)N)CCCCCCCCCCCCCCCC